methyl N-[5-[6-[(3,4-difluorobenzoyl)-methyl-amino]-8-methyl-imidazo[1,2-a]pyridin-3-yl]-2-pyridyl]carbamate FC=1C=C(C(=O)N(C=2C=C(C=3N(C2)C(=CN3)C=3C=CC(=NC3)NC(OC)=O)C)C)C=CC1F